tert-butyl 6-(1-(tert-butoxycarbonyl) piperidin-4-yl)-4-(4-((3-(tert-butyl)-1,2,4-oxadiazole-5-carboxamido) methyl)-3-methylphenyl)-9H-pyrimido[4,5-b]indole-9-carboxylate C(C)(C)(C)OC(=O)N1CCC(CC1)C=1C=C2C3=C(N(C2=CC1)C(=O)OC(C)(C)C)N=CN=C3C3=CC(=C(C=C3)CNC(=O)C3=NC(=NO3)C(C)(C)C)C